4-acetamido-6-chloro-N-(1-methylpiperidin-4-yl)picolinamide C(C)(=O)NC1=CC(=NC(=C1)Cl)C(=O)NC1CCN(CC1)C